FC1=CC=2N(C=C1)N=C(N2)N[C@@H]2C[C@H](CC2)NC2=CC=C(C=N2)N2CC=1C(=NC=CC1C2=O)C 2-(6-(((1S,3S)-3-((7-fluoro-[1,2,4]triazolo[1,5-a]pyridin-2-yl)amino)cyclopentyl)amino)pyridin-3-yl)-4-methyl-2,3-dihydro-1H-pyrrolo[3,4-c]pyridin-1-one